C(C)N1C(C(C2=CC=C(C(=C12)F)F)=O)=O 1-ethyl-6,7-difluoroindoline-2,3-dione